C(C(C)C)O[Hf](OC)(OC)OCC(C)C Diisobutoxydimethoxyhafnium